[Si].N1CCC1.N1CCC1 bisazetidine silicon